(S)-4-((3,3-difluoropropyl)(4-(5,6,7,8-tetrahydro-1,8-naphthyridin-2-yl)butyl)amino)-2-((2-(pyridin-3-yl)quinazolin-4-yl)amino)butanoic acid FC(CCN(CC[C@@H](C(=O)O)NC1=NC(=NC2=CC=CC=C12)C=1C=NC=CC1)CCCCC1=NC=2NCCCC2C=C1)F